CC1=NN(C(=C1)C)C1=NC(=NC(=N1)N1N=C(C=C1C)C)C1=CC=C(N(CC)CC)C=C1 4-[4,6-bis(3,5-dimethyl-1H-pyrazol-1-yl)-1,3,5-triazin-2-yl]-N,N-diethylaniline